The molecule is a 1-phosphatidyl-1D-myo-inositol 3-phosphate(3-) arising from deprotonation of all three free phosphate OH groups of 1,2-dioctanoyl-sn-glycero-3-phospho-(1'-D-myo-inositol-3'-phosphate); major species at pH 7.3. It is a conjugate base of a 1,2-dioctanoyl-sn-glycero-3-phospho-(1D-myo-inositol-3'-phosphate). CCCCCCCC(=O)OC[C@H](COP(=O)([O-])O[C@H]1[C@@H]([C@H]([C@@H]([C@H]([C@H]1O)OP(=O)([O-])[O-])O)O)O)OC(=O)CCCCCCC